C(C=C)N1C=NC=C1C=C 1-allyl-5-vinyl-1H-imidazole